NC1=C(C(=O)OC)C=CC(=C1)C1=NN(C2=CC=C(C=C12)O[C@H](C)C1=C(C=NC=C1Cl)Cl)C1OCCCC1 Methyl 2-amino-4-(5-((R)-1-(3,5-dichloropyridin-4-yl)ethoxy)-1-(tetrahydro-2H-pyran-2-yl)-1H-indazol-3-yl)benzoate